COC(C1=CC(=C(C=C1)N1CCN(CC1)C(=NO)C1=C(C=CC=C1Cl)Cl)Cl)=O 3-chloro-4-(4-((2,6-dichlorophenyl)(hydroxyimino)methyl)piperazin-1-yl)benzoic acid methyl ester